(S)-tert-butyl (4-(5-bromo-2-fluorophenyl)-4-methyl-4H-1,3-thiazin-2-yl)((2-(trimethylsilyl)ethoxy)methyl)carbamate BrC=1C=CC(=C(C1)[C@]1(N=C(SC=C1)N(C(OC(C)(C)C)=O)COCC[Si](C)(C)C)C)F